C(C1=CC=CC=C1)NC1=C(C(=CC(=C1)Cl)B1OC(C(O1)(C)C)(C)C)F N-benzyl-5-chloro-2-fluoro-3-(4,4,5,5-tetramethyl-1,3,2-dioxaborolan-2-yl)aniline